(1S,2R,5R)-N-(4-methyl-3-(4-methyloxazol-2-yl)phenyl)bicyclo[3.1.0]hexane-2-carboxamide CC1=C(C=C(C=C1)NC(=O)[C@H]1[C@H]2C[C@H]2CC1)C=1OC=C(N1)C